[5-bromo-2-[3-(dimethylamino)azetidin-1-yl]pyridin-3-yl]methanesulfonamide BrC=1C=C(C(=NC1)N1CC(C1)N(C)C)CS(=O)(=O)N